N-(3-(3,3-difluoro-2-methylallyl)-1,2,4-thiadiazol-5-yl)-5-(3-methoxyphenyl)thiophene-3-carboxamide FC(=C(CC1=NSC(=N1)NC(=O)C1=CSC(=C1)C1=CC(=CC=C1)OC)C)F